ClCC(=O)NC(NC=1C=NC(=NC1)C(F)(F)F)=O 2-chloro-N-((2-(trifluoromethyl)pyrimidin-5-yl)carbamoyl)acetamide